C[C@@H]1CC[C@@]2([C@H]([C@H]3[C@@H](O2)C[C@@H]4[C@@]3(CC[C@H]5[C@H]4CC=C6[C@@]5(CC[C@@H](C6)O)C)C)C)[NH2+]C1 The molecule is a secondary ammonium ion resulting from the protonation of the amino group of solasodine. The major species at pH 7.3. It has a role as an antineoplastic agent, an anticonvulsant, an antifungal agent, an antiinfective agent, an antioxidant, an antipyretic, an antispermatogenic agent and an apoptosis inducer. It is a conjugate acid of a solasodine.